3-Nitro-4-(1H-pyrrol-1-yl)benzoic acid methyl ester COC(C1=CC(=C(C=C1)N1C=CC=C1)[N+](=O)[O-])=O